FC(C1=NN=C(O1)C1=CC=C(C=C1)C(C(=O)[O-])(F)F)F.[Li+] lithium 2-(4-(5-(difluoromethyl)-1,3,4-oxadiazol-2-yl) phenyl)-2,2-difluoroacetate